ClC1=C2CC(OC(C2=C(C(=C1)C(=O)NC(C(=O)O)CS)O)=O)C 2-[(5-chloro-8-hydroxy-3-methyl-1-oxo-3,4-dihydroisochromene-7-carbonyl)amino]-3-sulfanylpropanoic acid